i-butyl-2,3-dimethylimidazolium bis(trifluoromethanesulfonyl)imide [N-](S(=O)(=O)C(F)(F)F)S(=O)(=O)C(F)(F)F.C(C(C)C)C=1[N+](=C(NC1)C)C